C1=C(C=CC2=CC(=CC=C12)/C=C/C1=CC=C(N(C2=CC=C(C=C2)CCCCCC)C2=CC=C(C=C2)CCCCCC)C=C1)/C=C/C1=CC=C(N(C2=CC=C(C=C2)CCCCCC)C2=CC=C(C=C2)CCCCCC)C=C1 4,4'-((1E,1'E)-naphthalene-2,6-diylbis(ethene-2,1-diyl))bis(N,N-bis(4-hexylphenyl)aniline)